2-[4-(o-tolyl)-2-oxo-chromen-7-yl]oxy-N-(2-pyridinyl)propanamide C1(=C(C=CC=C1)C1=CC(OC2=CC(=CC=C12)OC(C(=O)NC1=NC=CC=C1)C)=O)C